C(C)(C)(C)C1=C(C(=O)O[O-])C=CC=C1 2-tert-butylperoxybenzoate